O.O.[O-2].[Fe+2] Ferrous oxide dihydrate